N-(2-fluoro-4-iodophenyl)-3-(piperazin-1-ylcarbonyl)thieno[2,3-b]pyridin-2-amine FC1=C(C=CC(=C1)I)NC1=C(C=2C(=NC=CC2)S1)C(=O)N1CCNCC1